6-(4-isopropylphenyl)-8-methoxy-3-(1H-tetrazol-5-yl)-2H-chromen-2-one C(C)(C)C1=CC=C(C=C1)C=1C=C2C=C(C(OC2=C(C1)OC)=O)C1=NN=NN1